ClC1=CC(=CN=N1)C(=O)NC=1C(=NC=CC1C1=C(C=CC(=C1)F)F)C1CCC(CC1)(F)F 6-chloro-N-(2-(4,4-difluorocyclohexyl)-4-(2,5-difluorophenyl)pyridin-3-yl)pyridazine-4-carboxamide